BrC1=C(N=C(N=N1)NCC1CC1)C=1OC=CC1 6-bromo-N-(cyclopropylmethyl)-5-(furan-2-yl)-1,2,4-triazin-3-amine